CS(=O)(=O)C1=CC=C(C=N1)C=1C=CC2=C(N3C(=N2)CC[C@@H]3C3=CC=CC=C3)C1 |o1:20| (1R or S)-7-(6-methanesulfonyl-3-pyridyl)-1-phenyl-2,3-dihydro-1H-pyrrolo[1,2-a]benzimidazole